C12CN(CC(CC1)N2)C2=NC(=NC1=C(C(=C(C=C21)Cl)C2=CC=C(C=1N=C(SC12)N)F)F)OCC1(CC1)CN1CCOCC1 7-(4-(3,8-diazabicyclo[3.2.1]octan-3-yl)-6-chloro-8-fluoro-2-((1-(morpholinomethyl)cyclopropyl)methoxy)quinazolin-7-yl)-4-fluorobenzo[d]thiazol-2-amine